C(C1=CC=CC=C1)N1C=NC=2C1=NC=C(C2)C=2C(=NOC2C)C 4-(3-benzyl-3H-imidazo[4,5-b]pyridin-6-yl)-3,5-dimethylisoxazole